CC1(OB(OC1(C)C)C1=CN(C2=NC=C(C=C21)C#N)S(=O)(=O)C2=CC=C(C)C=C2)C 3-(4,4,5,5-Tetramethyl-1,3,2-dioxaborolan-2-yl)-1-tosyl-1H-pyrrolo[2,3-b]pyridine-5-carbonitrile